2-((2S,4S)-5-chloro-2-((((cis)-4-(methylcarbamoyl)cyclohexyl)amino)methyl)-2-phenyl-2,3-dihydrobenzofuran-4-yl)-3-fluorobenzamide ClC=1C=CC2=C(C[C@](O2)(C2=CC=CC=C2)CN[C@@H]2CC[C@@H](CC2)C(NC)=O)C1C1=C(C(=O)N)C=CC=C1F